[O-]C(=O)[C@@H]1CN(C)[C@@H]2CC3=CNC4=CC=CC(C2=C1)=C34 isolysergate